(2S)-2-Methyl-2-(methylamino)-3-phenyl-propanoic acid C[C@@](C(=O)O)(CC1=CC=CC=C1)NC